ClC=1C(=NC(=NC1)NC1=CC(=C(C=C1OC(C)C)N1CCC(CC1)N(C)CC=1C=C(C=CC1)C1C(NC(CC1)=O)=O)C)NC1=C(C=CC=C1)S(=O)(=O)C(C)C 3-(3-(((1-(4-((5-chloro-4-((2-(isopropylsulfonyl)phenyl)amino)pyrimidin-2-yl)amino)-5-isopropoxy-2-methylphenyl)piperidin-4-yl)(methyl)amino)methyl)phenyl)piperidine-2,6-dione